5-fluoro-4-(1-methylpyrazol-4-yl)-1H-indazol-7-ol FC=1C(=C2C=NNC2=C(C1)O)C=1C=NN(C1)C